amino tri-methylene phosphate P1(=O)(ON)OCCCO1